(R)-4-cyano-4-methyl-N-((4-((1r,3R)-3-(6-morpholinylpyridin-2-yl)cyclobutyl)pyridin-2-yl)methyl)isochroman-6-carboxamide C(#N)[C@@]1(COCC2=CC=C(C=C12)C(=O)NCC1=NC=CC(=C1)C1CC(C1)C1=NC(=CC=C1)N1CCOCC1)C